1-(((R)-7-((2S,4R)-2-(3,5-difluorophenyl)-4-(methylamino)piperidine-1-carbonyl)-7-azaspiro[4.5]dec-10-yl)methyl)-4-(2-methoxyphenyl)pyridin-2(1H)-one FC=1C=C(C=C(C1)F)[C@H]1N(CC[C@H](C1)NC)C(=O)N1CC2(CCCC2)[C@@H](CC1)CN1C(C=C(C=C1)C1=C(C=CC=C1)OC)=O